C1(=CC=CC=C1)C1N(C1)S(=O)(=O)C1=CC=CC=C1 2-phenyl-1-(phenylsulfonyl)aziridine